ethyl 2-(2-(cyclopropylmethyl)-1-(3-fluoro-4-sulfamoylbenzyl)-5-(3-((5-methylthiophen-2-yl) ethynyl) phenyl)-1H-pyrrol-3-yl)-5-ethylthiazole-4-carboxylate C1(CC1)CC=1N(C(=CC1C=1SC(=C(N1)C(=O)OCC)CC)C1=CC(=CC=C1)C#CC=1SC(=CC1)C)CC1=CC(=C(C=C1)S(N)(=O)=O)F